(trans)-2-[(benzyloxy)methyl]-1-(tert-butoxycarbonyl)pyrrolidine-3-carboxylic acid C(C1=CC=CC=C1)OC[C@@H]1N(CC[C@H]1C(=O)O)C(=O)OC(C)(C)C